OCCN1C(OCC1)=O 2-hydroxyethyl-2-oxazolidinone